NC1=NC(N(C=C1F)[C@@H]1O[C@]([C@H]([C@@H]1C#N)O)(C)CO)=O (2R,3S,4S,5R)-2-(4-amino-5-fluoro-2-oxopyrimidin-1(2H)-yl)-4-hydroxy-5-(hydroxymethyl)-5-methyltetrahydrofuran-3-carbonitrile